C12OC(CC(CC1)C2)=O 2-oxa-bicyclo-[3.2.1]octan-3-one